CC1OC=2C=NC=C(C3=NNC4=CC=C(OCCCN(C1)C)C=C34)C2 8,10-dimethyl-7,14-dioxa-4,10,19,20-tetraazatetracyclo[13.5.2.12,6.018,21]tricosa-1(20),2,4,6(23),15,17,21-heptaene